IC=1C(=C(C=C(C1[2H])OC1=C(C(=C(C(=C1[2H])[2H])[2H])[2H])[2H])OC1=C(C(=C(C(=C1[2H])[2H])[2H])[2H])[2H])[2H] 1,1'-((5-iodo-1,3-phenylene-4,6-d2)bis(oxy))bis(benzene-2,3,4,5,6-d5)